5-(5-nitro-2-(3,4,5-trimethylphenylamino)pyrimidin-4-ylamino)benzo[d]oxazol-2(3H)-one trifluoroacetate salt FC(C(=O)O)(F)F.[N+](=O)([O-])C=1C(=NC(=NC1)NC1=CC(=C(C(=C1)C)C)C)NC=1C=CC2=C(NC(O2)=O)C1